(3R,5S)-1-[8-(trifluoromethyl)quinolin-5-yl]-5-methylpiperidin-3-amine FC(C=1C=CC(=C2C=CC=NC12)N1C[C@@H](C[C@@H](C1)C)N)(F)F